(2S)-3-cyclobutyloxy-2-(9H-fluoren-9-yl-methoxycarbonyl-amino)propanoic acid C1(CCC1)OC[C@@H](C(=O)O)N(C(=O)OC)C1C2=CC=CC=C2C=2C=CC=CC12